2-((5-(4-((4-bromo-2-(2,6-dioxopiperidin-3-yl)-1-oxoisoindolin-5-yl)methyl)piperazin-1-yl)pyridin-2-yl)amino)-7-cyclopentyl-N,N-dimethyl-7H-pyrrolo[2,3-d]pyrimidine-6-carboxamide BrC1=C2CN(C(C2=CC=C1CN1CCN(CC1)C=1C=CC(=NC1)NC=1N=CC2=C(N1)N(C(=C2)C(=O)N(C)C)C2CCCC2)=O)C2C(NC(CC2)=O)=O